C(CCC)N=CC1=C(C=CC(=C1)Cl)O 2-(butylimino)methyl-4-chlorophenol